FC1=C2C=CC(N(C2=CC=C1S(=O)(=O)NC1=NOC=C1)C1=C(C=C(C(=C1)F)[C@@H]1C[C@H](C1)C(F)(F)F)OC)=O TRANS-(P)-5-FLUORO-1-(5-FLUORO-2-METHOXY-4-(3-(TRIFLUOROMETHYL)CYCLOBUTYL)PHENYL)-N-(ISOXAZOL-3-YL)-2-OXO-1,2-DIHYDROQUINOLINE-6-SULFONAMIDE